ClC1=NC(=C(C=C1C(N1[C@H](CN(CC1)C(=O)OC(C)(C)C)C)=N)Cl)C1=C(C=CC=C1)F (s)-tert-Butyl 4-((2,5-dichloro-6-(2-fluorophenyl)pyridin-3-yl)(imino)methyl)-3-methylpiperazine-1-carboxylate